NC1=CC=NC(=C1C#N)C 4-amino-5-cyano-6-methylpyridine